(S)-1-(3,4-difluorophenyl)-6-(5-(1,4-dimethyl-1H-1,2,3-triazol-5-yl)-1-(cis-4-hydroxy-4-methylcyclohexyl)-1H-benzo[d]imidazol-2-yl)piperidin-2-one FC=1C=C(C=CC1F)N1C(CCC[C@H]1C1=NC2=C(N1C1CCC(CC1)(C)O)C=CC(=C2)C2=C(N=NN2C)C)=O